3-Chloro-N-(3-(5-(furan-2-yl)-1,3,4-oxadiazol-2-yl)phenyl)-2-methoxybenzamide ClC=1C(=C(C(=O)NC2=CC(=CC=C2)C=2OC(=NN2)C=2OC=CC2)C=CC1)OC